FC(C1=C(C=CC=C1)S(=O)(=O)N1CCN(CC1)C=1SC2=C(N1)C=CC(=C2)C(=O)O)(F)F [4-(2-trifluoromethylbenzenesulfonyl)-1-piperazinyl]benzothiazole-6-carboxylic acid